(R)-N2-(3-chloro-4-fluorophenyl)-N4-(1-cyclopropylpropyl)-8-(1,2,3,6-tetrahydropyridin-4-yl)quinazoline-2,4-diamine ClC=1C=C(C=CC1F)NC1=NC2=C(C=CC=C2C(=N1)N[C@H](CC)C1CC1)C=1CCNCC1